FC=1C=CC(=C(C1)C1=NN(C=C1NC(=O)C=1C=NN2C1N=CC=C2)CC(=O)N2CC(C2)F)OC N-(3-(5-fluoro-2-methoxyphenyl)-1-(2-(3-fluoroazetidin-1-yl)-2-oxoethyl)-1H-pyrazol-4-yl)pyrazolo[1,5-a]pyrimidine-3-carboxamide